FC1(CCC(CC1)C1=C(C(=O)O)C(=CC=C1)COCC1CN(CC12CN(C2)C(=O)[C@@H]2C(C2)(C)C)C(=O)C=2C=NN(C2)CC2=CC=C(C=C2)F)F 2-(4,4-difluorocyclohexyl)-6-(((2-((S)-2,2-dimethylcyclopropane-1-carbonyl)-6-(1-(4-fluorobenzyl)-1H-pyrazole-4-carbonyl)-2,6-diazaspiro[3.4]octan-8-yl)methoxy)methyl)benzoic acid